CS(=O)(=O)OCC1CC(C1)NC(=O)OC(C)(C)C ((1R,3R)-3-((tert-butoxycarbonyl) amino)cyclobutyl)methyl methanesulfonate